5-((5-(3-(4-(tert-butyl)oxazol-2-yl)cyclopentyl)-1H-pyrazol-3-yl)amino)-4-fluoro-1,3-dihydrobenzo[c]isothiazole 2,2-dioxide C(C)(C)(C)C=1N=C(OC1)C1CC(CC1)C1=CC(=NN1)NC1=C(C2=C(NS(C2)(=O)=O)C=C1)F